C(CCCCCCCCCCCCCCC)NCCCCCCCCCCCCCCCC di(n-hexadecyl)amine